(8-fluoro-2-methylquinolin-7-yl)boronic acid FC=1C(=CC=C2C=CC(=NC12)C)B(O)O